C(=O)C1CN(C1)C(=O)OC(C)(C)C 3-formyl-BOCazetidine